ClC=1C=C2C(=NC(=NC2=C(C1C1=C(C(=CC(=N1)N)C)C(F)(F)F)F)OC[C@H]1N(CCC1)C)N1[C@H](CNCC1)C 6-((S)-6-chloro-8-fluoro-4-((S)-2-methylpiperazin-1-yl)-2-(((S)-1-methylpyrrolidin-2-yl)methoxy)quinazoline-7-yl)-4-methyl-5-(trifluoromethyl)pyridine-2-amine